ClC=1C=C(C(=O)N[C@H]2C[C@H](CCC2)NC2=CC(=NC3=CC=CC=C23)C(F)(F)F)C=CC1 3-chloro-N-[(1R,3S)-3-{[2-(trifluoromethyl)quinolin-4-yl]amino}cyclohexyl]benzamide